7-(heneicosan-11-yloxy)-7-oxoheptanoic acid CCCCCCCCCCC(CCCCCCCCCC)OC(CCCCCC(=O)O)=O